O=CCCCCCCCC(=O)OC(CCCCC)CC 1-ethylhexyl 9-oxononanoate